N1=CC=CC=2CC(NCC12)C(=O)O 5,6,7,8-tetrahydro-1,7-naphthyridine-6-carboxylic acid